BrCC1=C2COCC2=CC=C1 4-(bromomethyl)-1,3-dihydroisobenzofuran